C[C@H]1OC2=CN=CC(C3=NN(C=4C=CC(O[C@@H](CCOC1)C)=CC34)C3OCCCC3)=C2 (8R,13R)-8,13-dimethyl-19-(oxan-2-yl)-7,10,14-trioxa-4,19,20-triazatetracyclo[13.5.2.12,6.018,21]tricosa-1(20),2(23),3,5,15(22),16,18(21)-heptaene